CC1=C(C=CC(=C1C)[C@@H]1NCCC1)C=1N=C2SC3=C(N2C1)C=CC(=C3)C(=O)NCCCN3CCC(CC3)F (R)-2-(2,3-dimethyl-4-(pyrrolidin-2-yl)phenyl)-N-(3-(4-fluoropiperidin-1-yl)propyl)benzo[d]imidazo[2,1-b]thiazole-7-carboxamide